ClC=1C=C2C(=NN1)NCC1(N2CCN(C1)C(=O)OC(C)(C)C)C tert-butyl 2-chloro-6a-methyl-5,6,6a,7,9,10-hexahydro-8H-pyrazino[1',2':4,5]pyrazino[2,3-c]pyridazine-8-carboxylate